(4-bromophenyl)-1-(3-hydroxycyclopentyl)-4-iodo-1H-pyrazole-5-carboxylic acid ethyl ester C(C)OC(=O)C1=C(C(=NN1C1CC(CC1)O)C1=CC=C(C=C1)Br)I